n-butyl peroxyvalerate C(CCCC)(=O)OOCCCC